6-Chloro-3-[(1R)-1-[3,6-dimethyl-2-[2-(oxetan-3-yl)indazol-5-yl]-4-oxo-chromen-8-yl]ethoxy]pyridine-2-carbonitrile ClC1=CC=C(C(=N1)C#N)O[C@H](C)C=1C=C(C=C2C(C(=C(OC12)C1=CC2=CN(N=C2C=C1)C1COC1)C)=O)C